BrC1=CC(=CC=2C=COC21)COC2=C(C=CC(=C2)C)CC(=O)OCC ethyl 2-(2-((7-bromobenzofuran-5-yl)methoxy)-4-methylphenyl)acetate